(5-(5-(2,3-dihydro-1H-inden-4-yl)-6-methoxy-1-(4-methoxybenzyl)-1H-pyrazolo[4,3-b]pyridin-3-yl)pyridin-2-yl)pyrrolidine-1-carboxylic acid tert-butyl ester C(C)(C)(C)OC(=O)N1C(CCC1)C1=NC=C(C=C1)C1=NN(C=2C1=NC(=C(C2)OC)C2=C1CCCC1=CC=C2)CC2=CC=C(C=C2)OC